C(C)N(CCC(C(C=C)=C)=C)CC 1-diethylamino-3,4-dimethylenehex-5-ene